FC(C(=O)O)(F)F.N1=CC=NC=C1C(=O)N pyrazine-6-carboxamide trifluoroacetate salt